valerylamine C(CCCC)(=O)N